5-methyl-3-((tetrahydro-2H-pyran-2-yl)oxy)isoxazole CC1=CC(=NO1)OC1OCCCC1